methyl-2'-ethoxy-5-fluoro-2,3'-bipyridine CC=1C(=NC=C(C1)F)C=1C(=NC=CC1)OCC